5-(methylsulfonyl)-1H-imidazole CS(=O)(=O)C1=CN=CN1